C(C=C)NC(N)=S.[Na] sodium (3-allylthiourea)